O=C1NC(CCC1NC=1C=C(C=CC1)C#CCNC(C1=NC=C(C=C1OC)C=1N=CC2=C(C=CC=C2C1)C1=C2C=C(C(N(C2=CC(=C1)CC)C)=O)C)=O)=O N-(3-(3-((2,6-Dioxopiperidin-3-yl)amino)phenyl)prop-2-yn-1-yl)-5-(8-(7-ethyl-1,3-dimethyl-2-oxo-1,2-dihydroquinolin-5-yl)isoquinolin-3-yl)-3-methoxypicolinamide